3,4,5,6-tetra(3,6-di-tert-butyl-9-carbazolyl)-terephthalonitrile C(C)(C)(C)C=1C=CC=2N(C3=CC=C(C=C3C2C1)C(C)(C)C)C1C=C(C#N)C(=C(C1(C#N)N1C2=CC=C(C=C2C=2C=C(C=CC12)C(C)(C)C)C(C)(C)C)N1C2=CC=C(C=C2C=2C=C(C=CC12)C(C)(C)C)C(C)(C)C)N1C2=CC=C(C=C2C=2C=C(C=CC12)C(C)(C)C)C(C)(C)C